6-[5-(2-Amino-2-methylpropyl)-2-oxo-1,3-oxazolidin-3-yl]-4H-pyrido[3,2-b][1,4]oxazin-3-one NC(CC1CN(C(O1)=O)C=1C=CC=2OCC(NC2N1)=O)(C)C